(5-(methoxycarbonyl)-1-tosyl-1H-pyrrol-3-yl)boronic acid COC(=O)C1=CC(=CN1S(=O)(=O)C1=CC=C(C)C=C1)B(O)O